ClC1=NC=C(C(=N1)C)F chloro-5-fluoro-4-methylpyrimidine